copper-nickel silver [Ag].[Ni].[Cu]